(2S)-4-(9-(5-(difluoromethyl)-1,3,4-thiadiazol-2-yl)-6-fluoro-7-(N-(1-methylcyclopropyl)sulfamoyl)-9H-pyrimido[4,5-b]indol-4-yl)-N,N,2-trimethylpiperidine-1-carboxamide FC(C1=NN=C(S1)N1C2=C(C3=CC(=C(C=C13)S(NC1(CC1)C)(=O)=O)F)C(=NC=N2)C2C[C@@H](N(CC2)C(=O)N(C)C)C)F